C(C)OC(=O)C=1CCN2C3=C(CCC12)C=NC(=N3)OC 2-methoxy-5,6,8,9-tetrahydropyrimidino[4,5-e]indolizine-7-carboxylic acid ethyl ester